C(C)(C)(C)OC(=O)N1CC=2C(=NN3C2C(C[C@@H](CC3)O)(F)F)CC1 |o1:16| (R*)-tert-butyl-11,11-difluoro-9-hydroxy-3,4,8,9,10,11-hexahydro-1H-pyrido[4',3':3,4]pyrazolo[1,5-a]azepine-2(7H)-carboxylate